N-(8,9-Difluoro-6-oxo-1,4,5,6-tetrahydro-2H-pyrano[3,4-c]isoquinolin-1-yl)-5-fluoro-N-methylindoline-2-carboxamide FC=1C(=CC=2C3=C(NC(C2C1)=O)COCC3N(C(=O)C3NC1=CC=C(C=C1C3)F)C)F